Cl.Cl.CC=1SC(=C(N1)C)CN (2,4-Dimethyl-1,3-thiazol-5-yl)methylamine dihydrochloride